C(C)N(CCC1=CNC2=CC(=C(C=C12)F)C)C N-ethyl-2-(5-fluoro-6-methyl-1H-indol-3-yl)-N-methylethan-1-amine